4-(4-(1,1-bis(p-hydroxyphenyl)ethyl)alpha,alpha-dimethyl-benzyl)phenol OC1=CC=C(C=C1)C(C)(C1=CC=C(C=C1)O)C1=CC=C(C(C)(C)C2=CC=C(C=C2)O)C=C1